C(CCC#C)NC([O-])=O (pent-4-yn-1-yl)carbamate